1,2-dicyano-1,2-bis(2,3,5-trimethyl-4-thienyl)ethane C(#N)C(C(C=1C(=C(SC1C)C)C)C#N)C=1C(=C(SC1C)C)C